[Si](C)(C)(C(C)(C)C)C#CC[C@@H](C)[C@H]1CC[C@H]2\C(\CCC[C@]12C)=C\C=C\1/C([C@H](C[C@@H](C1)O)O)=C (1R,3S,Z)-5-(2-{(1R,3aS,7aR,E)-1-[(R)-5-(tert-Butyldimethylsilyl)pent-4-yn-2-yl]-7a-methyloctahydro-4H-inden-4-ylidene}ethylidene)-4-methylenecyclohexane-1,3-diol